C(O[C@@H]1[C@@](O[C@H](C1)N1C2=NC(=NC(=C2N=C1)N)F)(C#C)COC(=O)OCCCC12CC3CC(CC(C1)C3)C2)(OCC)=O ((2R,3S,5R)-2-[3-(1-adamantyl)propoxycarbonyloxymethyl]-5-(6-amino-2-fluoro-9H-purin-9-yl)-2-ethynyl-tetrahydrofuran-3-yl) ethyl carbonate